C(C)(C)(C)OC(CC(C[C@H](C1CC1)NC(=O)OC(C)(C)C)=O)=O (5R)-5-(tert-butoxycarbonylamino)-5-cyclopropyl-3-oxo-pentanoic acid tert-butyl ester